3-[(3S)-2-oxopiperidin-3-yl]Propyl acetate C(C)(=O)OCCC[C@H]1C(NCCC1)=O